C(OC(C)(CC)OOC(CC(C)(C)C)(C)C)([O-])=O 1,1,3,3-tetramethylbutylperoxy-sec-butyl monocarbonate